2-cyclohexyl-1-(2-fluorophenethyl)pyridine C1(CCCCC1)C1N(C=CC=C1)CCC1=C(C=CC=C1)F